(S)-(2-methoxyethyl)(3-((1-(6-(2-(diisopropylcarbamoyl)-4-fluorophenoxy)-1,2,4-triazine-5-yl)pyrrolidin-3-yl)methyl)-3-azaspiro[5.5]undecane-9-yl)carbamate COCCOC(NC1CCC2(CCN(CC2)C[C@H]2CN(CC2)C=2N=CN=NC2OC2=C(C=C(C=C2)F)C(N(C(C)C)C(C)C)=O)CC1)=O